FC1(C(C1)C(=O)N1C[C@H]2[C@@H](C1)CN(C2)C2=NC(=NC=C2F)NC2=C(C(=O)NCC)C=CC=C2)F ((4-((3aR,6aS)-5-(2,2-difluorocyclopropane-1-carbonyl)hexahydropyrrolo[3,4-c]pyrrol-2(1H)-yl)-5-fluoropyrimidin-2-yl)amino)-N-ethylbenzamide